FC(CN1C[C@@H]([C@@H](CC1)O)F)F (3s,4r)-1-(2,2-difluoroethyl)-3-fluoropiperidin-4-ol